2-bromo-1-[3-chloro-4-(3-methylsulfonylpropoxy)phenyl]ethan-1-one BrCC(=O)C1=CC(=C(C=C1)OCCCS(=O)(=O)C)Cl